tert-butyl ((S)-(7-((S)-1-((((1S*,3R*)-3-(aminomethyl)-2,2-difluorocyclopropyl)methyl)amino)-2-methoxyethyl)imidazo[1,2-b]pyridazin-2-yl)(4,4-difluorocyclohexyl)methyl)carbamate NC[C@@H]1C([C@@H]1CN[C@H](COC)C1=CC=2N(N=C1)C=C(N2)[C@H](C2CCC(CC2)(F)F)NC(OC(C)(C)C)=O)(F)F |o1:2,4|